N-(thiazol-2-ylmethyl)amide S1C(=NC=C1)C[NH-]